4-(6-(6-((6-methoxypyridin-3-yl)methyl)-3,6-diazabicyclo[3.1.1]heptan-3-yl)pyridin-3-yl)-6-((1-methyl-1H-imidazol-4-yl)methoxy)pyrazolo[1,5-a]pyridine-3-carbonitrile COC1=CC=C(C=N1)CN1C2CN(CC1C2)C2=CC=C(C=N2)C=2C=1N(C=C(C2)OCC=2N=CN(C2)C)N=CC1C#N